5-benzyl-2-({3-[(2,3-dichlorophenoxy)methyl]-4-methoxybenzoyl}amino)-3-thiophenecarboxamide C(C1=CC=CC=C1)C1=CC(=C(S1)NC(C1=CC(=C(C=C1)OC)COC1=C(C(=CC=C1)Cl)Cl)=O)C(=O)N